C1(CC1)OC1=C(C=CC(=C1)F)C(=O)N1CC2(C1)CC(C2)N2N=C(C(=C2)C(F)(F)F)C2=C(C=CC=C2)F (2-cyclopropoxy-4-fluorophenyl){6-[3-(o-fluorophenyl)-4-(trifluoromethyl)-1-pyrazolyl]-2-aza-2-spiro[3.3]heptyl}methanone